4-[2-[1-(6-bromothieno[2,3-d]pyrimidin-4-yl)-4,4-difluoro-pyrrolidin-3-yl]oxyethyl]morpholine BrC1=CC2=C(N=CN=C2N2CC(C(C2)(F)F)OCCN2CCOCC2)S1